C(CCCCCCC\C=C/C\C=C/CCCCC)N(CCN(CCO)CCCCCCCCCCCC)CCCCCCCC\C=C/C\C=C/CCCCC 2-((2-(Di((9Z,12Z)-octadeca-9,12-dien-1-yl)amino)ethyl)(dodecyl)amino)ethan-1-ol